C(C)(C)(C)C(C)(O)N tertiary butyl-aminoethanol